(R)-N2-(3-((1-cyclopropylpyrrolidin-3-yl)methoxy)-4-methoxyphenyl)-N4,6-dimethylpyrimidine-2,4-diamine C1(CC1)N1C[C@@H](CC1)COC=1C=C(C=CC1OC)NC1=NC(=CC(=N1)NC)C